2-{2-[6-(2-cyano-1-vinylpenta-1,3-dienyloxy) pyrimidin-4-yloxy]Methyl phenyl}-3-methoxyacrylate C(#N)C(=C(OC1=CC(=NC=N1)OCC1=C(C=CC=C1)C(C(=O)[O-])=COC)C=C)C=CC